1-((3s,4r)-4-(3,4-difluoro-phenyl)-1-(2-methoxyethyl)pyrrolidin-3-yl)-3-(3-(4-methoxybenzyloxy)-4-methyl-1-phenyl-1H-pyrazol-5-yl)urea FC=1C=C(C=CC1F)[C@H]1[C@@H](CN(C1)CCOC)NC(=O)NC1=C(C(=NN1C1=CC=CC=C1)OCC1=CC=C(C=C1)OC)C